4-[(3-bromo-6-methoxy-2-pyridinyl)methyl]-4-cyano-piperidine-1-carboxylic acid tert-butyl ester C(C)(C)(C)OC(=O)N1CCC(CC1)(C#N)CC1=NC(=CC=C1Br)OC